N[C@@H]1CN(CC[C@H]1F)C1=NC2=C(N1CC(=O)N(CC)CC(C)C#N)C=C(C(=C2)F)F 2-(2-((3R,4R)-3-amino-4-fluoropiperidin-1-yl)-5,6-difluoro-1H-benzo[d]imidazol-1-yl)-N-(2-cyanopropyl)-N-ethylacetamide